CON(C1=NC(=NC(=N1)NCC1CC1)NCC#C)C O,N-Dimethyl-N-(4-cyclopropylmethylamino-6-prop-2-ynylamino-[1,3,5]triazin-2-yl)-hydroxylamine